C(C)(C)(C)N1N=NC(=C1)[C@H](C=1C(=NC(=CC1)F)C)NC=1C=C2C(=C(C=NC2=C(C1)Cl)C#N)NCC(C)(C)C (S)-6-(((1-(tert-butyl)-1H-1,2,3-triazol-4-yl)(6-fluoro-2-methylpyridin-3-yl)methyl)amino)-8-chloro-4-(neopentylamino)quinoline-3-carbonitrile